2-(9H-carbazol-9-yl-d8)-4-((3-chlorophenyl)amino)benzonitrile C1(=C(C(=C(C=2C3=C(C(=C(C(=C3N(C12)C1=C(C#N)C=CC(=C1)NC1=CC(=CC=C1)Cl)[2H])[2H])[2H])[2H])[2H])[2H])[2H])[2H]